N-(4-amino-2-tetrahydropyran-2-yl-pyrazolo[4,3-c]pyridin-7-yl)-N'-[(3-methyl-2-pyridyl)methyl]-N'-(2-pyridylmethyl)oxamide NC1=NC=C(C=2C1=CN(N2)C2OCCCC2)NC(=O)C(=O)N(CC2=NC=CC=C2)CC2=NC=CC=C2C